N-(6-fluoro-2-(methylsulfonyl)isoindolin-5-yl)-6-methyl-8-(2,6-diazaspiro[3.4]oct-2-yl)pyrido[3,4-d]pyrimidin-2-amine FC1=C(C=C2CN(CC2=C1)S(=O)(=O)C)NC=1N=CC2=C(N1)C(=NC(=C2)C)N2CC1(C2)CNCC1